DiMagnesium phosphate P(=O)([O-])([O-])[O-].[Mg+2].[Mg+2]